N(=[N+]=[N-])[C@H]1[C@H](SC2=CC=C(C=C2)C)O[C@@H]([C@H]([C@@H]1OCC1=CC=CC=C1)O)COCC1=CC=C(C=C1)OC p-Tolyl 2-azido-3-O-benzyl-2-deoxy-6-O-para-methoxylbenzyl-1-thio-β-D-glucopyranoside